C(C)(C)(C)OCCO 2-tert-butoxyethan-1-ol